NC[C@H](CO)C |r| (+/-)-3-amino-2-methylpropan-1-ol